(1aRS,7bSR)-5-(2-{N-[((R)-1-ethylpyrrolidin-2-yl)carbonyl]-N-methyl-aminomethyl}-4-fluorophenylsulphonamido)-1,1a,2,7b-tetrahydrocyclopropa[c]benzopyran-4-carboxylic acid C(C)N1[C@H](CCC1)C(=O)N(C)CC1=C(C=CC(=C1)F)S(=O)(=O)NC1=C(C2=C([C@@H]3[C@H](CO2)C3)C=C1)C(=O)O |&1:27,28|